FC(CN1C(=NC2=C1C=C(C=C2F)C=2C=CN1N=C(N=C(C12)OC)N[C@H]1[C@H](CN(CC1)C1(COC1)C)F)C)F 5-(1-(2,2-difluoroethyl)-4-fluoro-2-methyl-1H-benzo[d]imidazol-6-yl)-N-((3s,4r)-3-fluoro-1-(3-methyloxetan-3-yl)piperidin-4-yl)-4-methoxypyrrolo[2,1-f][1,2,4]triazin-2-amine